(N-[4-amino-5-[4-[2-(N,3-dimethylanilino)-2-oxo-ethoxy]benzoyl]thiazol-2-yl]-4-fluoro-anilino)propanamide NC=1N=C(SC1C(C1=CC=C(C=C1)OCC(=O)N(C1=CC(=CC=C1)C)C)=O)N(C1=CC=C(C=C1)F)C(C(=O)N)C